C(#N)CCN1N=CC(=C1)NC1=NC=C(C(=N1)C1=C(C(=O)O)C=CC=C1)C (2-((1-(2-cyanoethyl)-1H-pyrazol-4-yl)amino)-5-methylpyrimidin-4-yl)benzoic acid